[N+](=O)([O-])CCN1CC2=C(CC1)C=C(S2)C(=O)OC methyl 6-(2-nitroethyl)-5,7-dihydro-4H-thieno[2,3-c]pyridine-2-carboxylate